N-(3-(1-ethylpiperazin-4-yl)phenyl)quinazolin-2-amine C(C)N1CCN(CC1)C=1C=C(C=CC1)NC1=NC2=CC=CC=C2C=N1